IC1=NN(C=2CCCCC12)CC(=O)OC(C)(C)C tert-Butyl 2-(3-iodo-4,5,6,7-tetrahydro-1H-indazol-1-yl)acetate